C(C)(=O)OC[C@@]1(CC2=CC=C(C=C2C1)C)C |r| (+-)-(2,5-DIMETHYL-2-INDANYL)METHYL ACETATE